C(C)(=O)C1=CC=C(C=C1)NC(=O)N1CCC(CC1)NC1=NC(=NC=C1Cl)NC=1C=CC2=C(CN(S2(=O)=O)C)C1 N-(4-acetylphenyl)-4-({5-chloro-2-[(2-methyl-1,1-dioxo-2,3-dihydrobenzo[d]isothiazol-5-yl)amino]pyrimidin-4-yl}amino)piperidine-1-carboxamide